FC1=C(C(=C(C(=C1F)F)F)OC)S(=O)(=O)NC 2,3,4,5-tetrafluoro-6-methoxy-N-methyl-benzenesulfonamide